2-amino-5-(2-amino-[1,2,4]triazolo[1,5-a]pyridin-7-yl)nicotinic acid NC1=C(C(=O)O)C=C(C=N1)C1=CC=2N(C=C1)N=C(N2)N